nonyl 8-((4-((4,4-bis(hexyloxy)butanoyl)oxy)butyl)(2-hydroxyethyl)amino)octanoate C(CCCCC)OC(CCC(=O)OCCCCN(CCCCCCCC(=O)OCCCCCCCCC)CCO)OCCCCCC